5'-(difluoromethyl)-2'-methoxy-5-((5-methyl-1,3,4-oxadiazol-2-yl)methyl)-[1,1'-biphenyl]-2-carboxylic acid methyl ester COC(=O)C=1C(=CC(=CC1)CC=1OC(=NN1)C)C1=C(C=CC(=C1)C(F)F)OC